C(C)C=1C=NC=CC1CC(=O)NC=1C=C2CCC(NC2=CC1)=O 2-(3-ethyl-4-pyridyl)-N-(2-oxo-3,4-dihydro-1H-quinolin-6-yl)acetamide